1-{5-chloro-2-[(2S)-2,4-dimethylpiperazin-1-yl]pyrimidin-4-yl}-N-(2-{imidazo[1,2-a]pyridin-3-yl}propan-2-yl)azetidine-3-carboxamide ClC=1C(=NC(=NC1)N1[C@H](CN(CC1)C)C)N1CC(C1)C(=O)NC(C)(C)C1=CN=C2N1C=CC=C2